2-(3-(dimethylamino)propyl)-3-(1H-indol-7-yl)-N-phenylaniline CN(CCCC1=C(NC2=CC=CC=C2)C=CC=C1C=1C=CC=C2C=CNC12)C